5-(1H-imidazol-1-yl)-2-(5-(((1R,3S,5S,6R)-6-methoxy-8-methyl-8-azabicyclo[3.2.1]octan-3-yl)oxy)-1,3,4-thiadiazol-2-yl)phenol N1(C=NC=C1)C=1C=CC(=C(C1)O)C=1SC(=NN1)O[C@H]1C[C@@H]2C[C@H]([C@H](C1)N2C)OC